4-((2-((3R,4R)-3-Amino-4-fluoro-1-piperidinyl)-5,6-difluoro-1H-benzimidazol-1-yl)methyl)-3-(difluoromethoxy)benzonitril N[C@@H]1CN(CC[C@H]1F)C1=NC2=C(N1CC1=C(C=C(C#N)C=C1)OC(F)F)C=C(C(=C2)F)F